FC=1C(=C(C=C(C1)C(C)(C)OC)C(C(=O)O)N1C[C@@H](CC1)OCCCCCC1=NC=2NCCCC2C(=C1)C)OC 2-(3-fluoro-2-methoxy-5-(2-methoxypropan-2-yl)phenyl)-2-((R)-3-((5-(4-methyl-5,6,7,8-tetrahydro-1,8-naphthyridin-2-yl)pentyl)oxy)pyrrolidin-1-yl)acetic acid